O=C1NC(CCC1N1C(N(C2=C1C=CC=C2C2CCN(CC2)C(CCCNC(OC(C)(C)C)=O)=O)C)=O)=O Tert-butyl N-[4-[4-[1-(2,6-dioxo-3-piperidyl)-3-methyl-2-oxo-benzimidazol-4-yl]-1-piperidyl]-4-oxo-butyl]carbamate